ClCC1=C(C=C(C=C1)F)NS(=O)(=O)C1=CC=C(C=C1)C N-(2-(chloromethyl)-5-fluoro-phenyl)-4-methylbenzenesulfonamide